[Y].[Cr].[Ni] nickel-chromium-yttrium